N-(4-((4-(2-hydroxyethyl)piperazin-1-yl)methyl)-3-(trifluoromethyl)phenyl)-4-methylbenzamide OCCN1CCN(CC1)CC1=C(C=C(C=C1)NC(C1=CC=C(C=C1)C)=O)C(F)(F)F